methyl (2S)-3-tert.-butoxy-2-[(trifluoromethanesulfonyl)oxy]propanoate C(C)(C)(C)OC[C@@H](C(=O)OC)OS(=O)(=O)C(F)(F)F